[H-].C=CCC 1-butene hydride